(S)-1-(2-((S)-3-(thieno[2,3-d]pyrimidin-4-yloxy)pyrrolidin-1-yl)acetyl)pyrrolidine-2-carbonitrile N1=CN=C(C2=C1SC=C2)O[C@@H]2CN(CC2)CC(=O)N2[C@@H](CCC2)C#N